(2S,4R)-4-(3-chlorophenyl)-2-methyl-piperidine-4-ol hydrochloride Cl.ClC=1C=C(C=CC1)[C@@]1(C[C@@H](NCC1)C)O